C(C)(=O)C=1N(C(=CC1)CC(F)(F)F)C(=O)OC(C)(C)C tert-Butyl 2-acetyl-5-(2,2,2-trifluoroethyl)-1H-pyrrole-1-carboxylate